(Z)-1-(2-(methoxymethoxy)-4-(1-(4-(trifluoromethoxy)phenyl)-1H-1,2,4-triazol-3-yl)phenyl)3-(3-(5-methyl-2-(2,2,2-trifluoroethoxy)phenyl)-4-oxothiazolidin-2-ylidene)urea COCOC1=C(C=CC(=C1)C1=NN(C=N1)C1=CC=C(C=C1)OC(F)(F)F)NC(=O)\N=C\1/SCC(N1C1=C(C=CC(=C1)C)OCC(F)(F)F)=O